4-((2-(2,4-dichlorophenyl)thiazol-4-yl)thio)-1H-1,2,3-triazole-5-carboxylic acid ClC1=C(C=CC(=C1)Cl)C=1SC=C(N1)SC=1N=NNC1C(=O)O